ClC1=C(C(=C(NC=2C3=C(N=CN2)C=C(C(=N3)O[C@@H]3CN(CC3)C(=O)OC(C)(C)C)F)C=C1)F)F tert-butyl (3S)-3-[4-(4-chloro-2,3-difluoro-anilino)-7-fluoro-pyrido[3,2-d]pyrimidin-6-yl]oxypyrrolidine-1-carboxylate